FC1=C(COC2=NC(N3C(N4[C@H](COCC4)C3)=C2)=O)C=C(C(=C1)F)F (S)-7-((2,4,5-trifluorobenzyl)oxy)-3,4,11,11a-tetrahydropyrimido[6',1':2,3]imidazo[5,1-c][1,4]oxazin-9(1H)-one